ClC=1C=C(C=NC1N1N=CC=N1)NC(=O)C=1C=NN(C1C(F)(F)F)C1=C(C=CC=C1)SC N-(5-chloro-6-(2H-1,2,3-triazol-2-yl)pyridin-3-yl)-1-(2-(methylthio)phenyl)-5-(trifluoromethyl)-1H-pyrazole-4-carboxamide